FC=1C(=NC(=NC1)N1N=C2CCC(CC2=C1O)N1CCN(CC1)C)N1CCOCC1 2-(5-fluoro-4-morpholinopyrimidin-2-yl)-5-(4-methylpiperazin-1-yl)-4,5,6,7-tetrahydro-2H-indazole-3-ol